4-(3-cyclohexyl-7-fluoro-2-methyl-2H-indazol-5-yl)-N-(5-((4-ethylpiperazin-1-yl)methyl)pyridin-2-yl)-5-fluoropyrimidin-2-amine C1(CCCCC1)C=1N(N=C2C(=CC(=CC12)C1=NC(=NC=C1F)NC1=NC=C(C=C1)CN1CCN(CC1)CC)F)C